NCC1=CC=C(C=C1)N(C(C1=CC(=C(C(=O)N)C=C1)F)=O)C1=CC=C(C=C1)CN N',N4-bis(4-(aminomethyl)phenyl)-2-fluoroterephthalamide